C(C)C1=C(C=CC(=C1)N1C[C@@H](N([C@@H](C1)C)C)C)NC1=NC=C(C(=N1)C1=CC2=C(C(N(CCS2(=O)=O)C2COC2)=O)S1)C(F)(F)F 7-(2-((2-ethyl-4-((3S,5R)-3,4,5-trimethylpiperazin-1-yl)phenyl)amino)-5-(trifluoromethyl)pyrimidin-4-yl)-4-(oxetan-3-yl)-3,4-dihydrothieno[2,3-f][1,4]thiazepin-5(2H)-one 1,1-dioxide